CC(C(=O)OCCCCCC(C)(C)C)CC(=C)C1=CC=CC=C1 trimethylhexyl 2-methyl-4-phenyl-4-pentenoate